ClC=1C(=CC(=C(C1)N1C(C=CC2=CC(=CC=C12)S(=O)(=O)NC1=NOC=C1)=O)OC)C1CCC1 (P)-1-(5-CHLORO-4-CYCLOBUTYL-2-METHOXYPHENYL)-N-(ISOXAZOL-3-YL)-2-OXO-1,2-DIHYDROQUINOLINE-6-SULFONAMIDE